(3s,4r)-3-fluorotetrahydropyran-4-amine F[C@@H]1COCC[C@H]1N